[1-(4-fluorophenyl)-1H-pyrazolo[3,4-d]pyrimidine-4-yl]-4-methoxybenzoyl-hydrazine titanium(II) bromide [Br-].[Ti+2].FC1=CC=C(C=C1)N1N=CC=2C1=NC=NC2N(N)C(C2=CC=C(C=C2)OC)=O.[Br-]